2,5-dimethyl-2,5-di-t-butylperoxylhexene CC(COO)(C=CC(C)(C(C)(C)C)C)C(C)(C)C